N[C@H](C(=O)N[C@H](C(=O)N[C@@H](CCC(=O)O)C(N[C@@H](C)C(=O)O)=O)[C@H](CC)C)CC(=O)O (4S)-4-[(2S,3S)-2-[(2S)-2-amino-3-carboxypropanamido]-3-methylpentanamido]-4-{[(1S)-1-carboxyethyl]carbamoyl}butanoic acid